3-(5-(4-((3,6-dihydropyridin-1(2H)-yl)methyl)pyridin-2-yl)-1-oxoisoindolin-2-yl)piperidine-2,6-dione N1(CCC=CC1)CC1=CC(=NC=C1)C=1C=C2CN(C(C2=CC1)=O)C1C(NC(CC1)=O)=O